N-cyclohexylcarbonyl-sulfenamide C1(CCCCC1)C(=O)NS